trans-1,1-diethoxy-15-octadecene-13-yne C(C)OC(CCCCCCCCCCCC#C\C=C\CC)OCC